tert-butyl (4-((tert-butyldiphenylsilyl)oxy)phenethyl)carbamate [Si](C1=CC=CC=C1)(C1=CC=CC=C1)(C(C)(C)C)OC1=CC=C(CCNC(OC(C)(C)C)=O)C=C1